8-(2,4-difluorophenyl)-2,3-dimethyl-6-((2S)-2-(1-methyl-1H-pyrazol-4-yl)-4-morpholinyl)pyrido[2,3-b]pyrazine FC1=C(C=CC(=C1)F)C1=CC(=NC2=NC(=C(N=C21)C)C)N2C[C@@H](OCC2)C=2C=NN(C2)C